Cl.NC1=C2C(=NC=N1)N(N=C2C2=CC=C(C=C2)OC2=CC=CC=C2)C2CCC(CC2)NC([C@H](CC)NC)=O (S)-N-(4-(4-amino-(4-phenoxyphenyl)-1H-pyrazolo[3,4-d]pyrimidin-1-yl)cyclohexyl)-2-(methylamino)butyramide hydrochloride